FC1=C(NS(=O)(=O)C2=NN3C(N=C(C=C3)C)=N2)C(=CC=C1)F 2',6'-difluoro-5-methyl-(1,2,4)-triazolo(1,5-A)pyrimidine-2-sulfonanilide